C(C1=CC=CC=C1)N1[C@@H]2C[C@H](C[C@@H]1C(C2)O)CC(=O)[O-] |r| rac-(1r,3r,5r)-8-benzyl-6-hydroxy-8-azabicyclo[3.2.1]oct-3-ylacetate